C1(=CC=CC=C1)C=1NC(=C(N1)C)CO 2-Phenyl-4-methyl-5-hydroxymethylimidazole